C(C1=CC=CC=C1)OCCC=C(C(=O)OCC)C=1N(/C(/SC1)=N/C(=O)OC(C)(C)C)C(=O)OC(C)(C)C tert-butyl (2Z)-4-(5-(benzyloxy)-1-ethoxy-1-oxopent-2-en-2-yl)-2-((tert-butoxycarbonyl)imino)thiazole-3(2H)-carboxylate